N[C@H]1CS(C2=C(N(C1=O)CC1=CC=C(C=C1)N1CCCC1)C=C(C=C2)C=2OC(=NN2)C(C)(C)C)(=O)=O (3R)-3-amino-7-(5-tert-butyl-1,3,4-oxadiazol-2-yl)-1,1-dioxo-5-[(4-pyrrolidin-1-ylphenyl)methyl]-2,3-dihydro-1lambda6,5-benzothiazepin-4-one